aluminum dihydrogen diphosphite OP(O)OP([O-])[O-].[Al+3].OP(O)OP([O-])[O-].OP(O)OP([O-])[O-].[Al+3]